2-cyclohexyl-2-(3,3,3-trifluoropropyl)-1,3-dimethoxypropane C1(CCCCC1)C(COC)(COC)CCC(F)(F)F